N-(5-chloro-2-(4-hydroxy-4-methylpiperidin-1-yl)-phenyl)picolinamide ClC=1C=CC(=C(C1)NC(C1=NC=CC=C1)=O)N1CCC(CC1)(C)O